5-[(5-chloropyrimidin-2-yl)methyl]-4-(3,4-difluorophenyl)-2-(trifluoromethyl)pyrimidine ClC=1C=NC(=NC1)CC=1C(=NC(=NC1)C(F)(F)F)C1=CC(=C(C=C1)F)F